4-[6-(2-[[2-(2,6-dioxopiperidin-3-yl)-1,3-dioxo-2,3-dihydro-1H-isoindol-5-yl]oxy]ethyl)-2-azaspiro[3.3]hept-2-yl]benzoic acid O=C1NC(CCC1N1C(C2=CC=C(C=C2C1=O)OCCC1CC2(CN(C2)C2=CC=C(C(=O)O)C=C2)C1)=O)=O